ClC=1C(=NC(=NC1)C#CC1CN(CCC1)CC=1C=C2C(N(C(C2=CC1)=O)C1C(NC(CC1)=O)=O)=O)NC=1C=C2C=C(C(N(C2=CC1)C)=O)OCC(C)=O 5-((3-((5-chloro-4-((1-methyl-2-oxo-3-(2-oxopropoxy)-1,2-dihydroquinolin-6-yl)amino)pyrimidin-2-yl)ethynyl)piperidin-1-yl)methyl)-2-(2,6-dioxopiperidin-3-yl)isoindoline-1,3-dione